ClC1=CC=C(C=C1)[C@@H](C(=O)N1CCN(CC1)C=1C2=C(N=CN1)[C@@H](C[C@H]2C)O)CN2CCNCC2 (R)-2-(4-chlorophenyl)-1-(4-((5R,7R)-7-hydroxy-5-methyl-6,7-dihydro-5H-cyclopenta[d]pyrimidin-4-yl)piperazin-1-yl)-3-(piperazin-1-yl)propan-1-one